6-(piperazin-1-yl)pyridazine N1(CCNCC1)C1=CC=CN=N1